2-(1,3-benzoxazol-2-ylmethyl-amino)-5-propyl-4H-[1,2,4]-triazolo[1,5-a]pyrimidin-7-one O1C(=NC2=C1C=CC=C2)CNC2=NN1C(NC(=CC1=O)CCC)=N2